NCCNC(CCCOC1=CC=C(CCNC(OC(C)(C)C)=O)C=C1)=O tert-butyl (4-(4-((2-aminoethyl)amino)-4-oxobutoxy) phenethyl)carbamate